3-fluoro-4-[[4-methyl-5-(4-methylcyclohexoxy)-3-pyridyl]methyl]-N-(methylsulfamoyl)pyridin-2-amine FC=1C(=NC=CC1CC=1C=NC=C(C1C)OC1CCC(CC1)C)NS(NC)(=O)=O